O1C(=NC=C1)N1CC2(C1)OC[C@H](C2)N2CCC(CC2)C2=C(C=CC=C2)OC2CCOCC2 (S)-2-(oxazol-2-yl)-7-(4-(2-((tetrahydro-2H-pyran-4-yl)oxy)phenyl)piperidin-1-yl)-5-oxa-2-azaspiro[3.4]octane